NCC1(COC1)CO 3-aminomethyl-3-hydroxymethyl-oxetan